C1(=CC(=CC=C1)B(O)O)C1=CC(=CC=C1)C1=CC=CC=C1 [(1,1':3',1''-terphenyl)-3-yl]boronic acid